(R)-N-cyclopropyl-5-(2-(5-fluoro-2-(2-morpholinoethoxy)phenyl)pyrrolidin-1-yl)pyrazolo[1,5-a]pyrimidine-3-carboxamide C1(CC1)NC(=O)C=1C=NN2C1N=C(C=C2)N2[C@H](CCC2)C2=C(C=CC(=C2)F)OCCN2CCOCC2